C(#C)C=1SC=C(N1)C(=O)N1CCC(CC1)C(=O)OC methyl 1-(2-ethynylthiazole-4-carbonyl)piperidine-4-carboxylate